C1(=CC=CC=C1)C1=NNC(=N1)C1=CC=C(C=C1)C 3-phenyl-5-(p-tolyl)-1H-1,2,4-triazole